bisundecoyl-glycero-3-phosphorylcholine C(CCCCCCCCCC)(=O)C(OP(OCC(CO)O)(=O)O)(C[N+](C)(C)C)C(CCCCCCCCCC)=O